1,2-dimethylvinyl carbonate C(OC(=CC)C)([O-])=O